Cl.COC(CN)=O L-Glycine methyl ester hydrochloride